N[C@@H](CCC(=O)O)C(=O)N[C@@H](CS)C(=O)NCC(=O)O L-glutamyl-L-cysteinyl-glycine